n-octoxymagnesium C(CCCCCCC)O[Mg]